FC1=C2N(C=3CCCCC13)CCN(C2=O)C2=C(C=O)C(=CC=N2)C2=CN(C(C(=C2)NC2=NC(=NC=C2)C)=O)C 2-(10-Fluoro-1-oxo-3,4,6,7,8,9-hexahydropyrazino[1,2-a]indol-2(1H)-yl)-4-(1-methyl-5-(2-methylpyrimidin-4-ylamino)-6-oxo-1,6-dihydropyridin-3-yl)nicotinaldehyde